3-Hydroxy-4-phenylthiophene OC1=CSC=C1C1=CC=CC=C1